C1(=CC=CC=C1)N1CCN(CC1)CCC(=O)O 3-(4-phenyl-piperazine-1-yl)-propionic acid